N-((3R,4S)-4-((7-(2,6-dichloro-3,5-dimethoxyphenyl)-5-((2,2,2-trifluoroethyl)amino)-2,6-naphthyridin-3-yl)amino)tetrahydrofuran-3-yl)acrylamide ClC1=C(C(=C(C=C1OC)OC)Cl)C1=NC(=C2C=C(N=CC2=C1)N[C@H]1[C@H](COC1)NC(C=C)=O)NCC(F)(F)F